CNC1COC=2C1=C(C=C(C2)C2=CC=NN2C)[2H] N-methyl-6-(1-methyl-1H-pyrazol-5-yl)-2,3-dihydrobenzofuran-3-amine-4-d